3-(4,4-difluoropiperidin-1-yl)azetidin FC1(CCN(CC1)C1CNC1)F